OC1(C(C(=CC=C1N)C1=CC=C(N)C=C1)N)O 3,3-dihydroxybenzidineAmine